4-((5-bromopyridin-2-yl)methyl)-5-methyl-2,4-dihydro-3H-1,2,4-triazol-3-one BrC=1C=CC(=NC1)CN1C(NN=C1C)=O